N-(4-phenyl-4H-3,1-benzothiazin-2-yl)benzenesulfonamide C1(=CC=CC=C1)C1SC(=NC2=C1C=CC=C2)NS(=O)(=O)C2=CC=CC=C2